FC(C=1C=NC=CC1N1C[C@@H](CCC1)CN1C[C@@H](C([C@@H](C1)OCC1=CC=CC=C1)OCC1=CC=CC=C1)OCC1=CC=CC=C1)(F)F 3-(trifluoromethyl)-4-((S)-3-(((3S,4S,5R)-3,4,5-tris(benzyloxy)piperidin-1-yl)methyl)piperidin-1-yl)pyridine